ClC=1C2=C(SC1C(=O)C1=C(C=CC=C1)CC)C=C(C=C2)OC (3-Chloro-6-methoxybenzo[b]thiophen-2-yl)(2-ethylphenyl)methanone